N-[(2E)-3-(benzenesulfonyl)prop-2-en-1-yl]-2-oxo-1,2-dihydro-1,8-naphthyridine-3-carboxamide C1(=CC=CC=C1)S(=O)(=O)/C=C/CNC(=O)C=1C(NC2=NC=CC=C2C1)=O